N1C[C@@H](CCC1)CC(=O)N 2-[(3S)-piperidin-3-yl]acetamide